N-(2-ethylhexyl)-2-(3,4-dibenzyloxyphenyl)-3,7-dibenzyloxyquinolin-4-one C(C)C(CN1C(=C(C(C2=CC=C(C=C12)OCC1=CC=CC=C1)=O)OCC1=CC=CC=C1)C1=CC(=C(C=C1)OCC1=CC=CC=C1)OCC1=CC=CC=C1)CCCC